methyl 4-((4,4-difluorocyclohexyl)amino)-6-methylpyrimidine-2-carboxylate FC1(CCC(CC1)NC1=NC(=NC(=C1)C)C(=O)OC)F